C(C=C)(=O)N1CCN(CC1)C1CCN(CC1)C1=NN2C(C=CC(=C2)C=2C=NN(C2)C2CCOCC2)=C1C#N (4-(4-propenoylpiperazin-1-yl)piperidin-1-yl)-6-(1-(tetrahydro-2H-pyran-4-yl)-1H-pyrazol-4-yl)pyrazolo[1,5-a]pyridine-3-carbonitrile